(S)-5-(5-(1-amino-1,3-dihydrospiro[indene-2,4'-piperidin]-1'-yl)-6-(hydroxymethyl)pyrazin-2-yl)-1-phenylpent-4-yn-1-one N[C@@H]1C2=CC=CC=C2CC12CCN(CC2)C=2N=CC(=NC2CO)C#CCCC(=O)C2=CC=CC=C2